C(C1=CC=CC=C1)OC(\C=C\OC1=CC=C(C=C1)OC1=C(C=C2C=NN(C2=C1)C)C(N)=O)=O.C(C)OC1=NC(=NC=C1C(=O)NC=1N=CC=2N(C1)C=C(N2)C)N(C2CCNCC2)C 4-ethoxy-2-(methyl(piperidin-4-yl)amino)-N-(2-methylimidazo[1,2-a]pyrazin-6-yl)pyrimidine-5-carboxamide benzyl-(E)-3-[4-(5-carbamoyl-1-methyl-indazol-6-yl)oxyphenoxy]prop-2-enoate